CS(=O)(=O)OCC1CC2(CN(C2)C(=O)OC(C)(C)C)C1 tert-butyl 6-(((methylsulfonyl) oxy) methyl)-2-azaspiro[3.3]heptane-2-carboxylate